[1,3,2]dioxaborolan O1BOCC1